N-(3-bromo-4-fluorophenyl)-2-(4-fluoro-2-methylphenoxy)-5-(trifluoromethyl)benzamide BrC=1C=C(C=CC1F)NC(C1=C(C=CC(=C1)C(F)(F)F)OC1=C(C=C(C=C1)F)C)=O